C(C)(=O)SCC1COC(OC1)(C)C S-((2,2-dimethyl-1,3-dioxan-5-yl) methyl) thioacetate